5-chloro-2-(1-cyclopropylethyl)-7-iodoisoindolin-1-one ClC=1C=C2CN(C(C2=C(C1)I)=O)C(C)C1CC1